FC1([C@@H]([C@H](CCC1)NC(=O)C=1N=C2N(N=C(C=C2C)OC2=NC=C(C=C2OCC(F)F)F)C1)O)F N-((1S,2R)-3,3-difluoro-2-hydroxycyclohexyl)-6-((3-(2,2-difluoroethoxy)-5-fluoropyridin-2-yl)oxy)-8-methylimidazo[1,2-b]pyridazine-2-carboxamide